OC(CCCCCCCCCCCCCCCCC(=O)O)CCCC 18-Hydroxy-docosanoic acid